N-((R)-1-(4-(ethylsulfonyl)phenyl)-2-hydroxyethyl)-5-fluoro-6-((S)-3-(4-(trifluoromethyl)phenoxy)pyrrolidin-1-yl)nicotinamide C(C)S(=O)(=O)C1=CC=C(C=C1)[C@H](CO)NC(C1=CN=C(C(=C1)F)N1C[C@H](CC1)OC1=CC=C(C=C1)C(F)(F)F)=O